O=C1NC(CCC1N1C(N(C2=C1C=CC=C2CCCCC2CCN(CC2)C(=O)OC(C)(C)C)C)=O)=O Tert-butyl 4-[4-[1-(2,6-dioxo-3-piperidyl)-3-methyl-2-oxo-benzimidazol-4-yl]butyl]piperidine-1-carboxylate